C(C1=CC=CC=C1)C=1N(C=2C(=C3CC[C@@H](N(C3=CC2)C(=O)OC)C)N1)[C@@H]1C[C@H](CCC1)C#N methyl (S)-2-benzyl-3-((trans)-3-cyanocyclohexyl)-7-methyl-3,7,8,9-tetrahydro-6H-imidazo[4,5-f]quinoline-6-carboxylate